Dihydroxylpropyltributylphosphonium chloride salt [Cl-].OC(CC[P+](CCCC)(CCCC)CCCC)O